BrC1=NNC2=NC=NC(=C21)N 3-bromo-1H-pyrazolo[3,4-d]Pyrimidin-4-ylamine